BrC=1N=C2N(N1)[C@@H](C[C@@H]2F)C2=C(C=CC=C2)Cl (5S,7S)-2-bromo-5-(2-chlorophenyl)-7-fluoro-6,7-dihydro-5H-pyrrolo[1,2-b][1,2,4]triazole